O=C1NC(CCC1N1C(N(C2=C1C=CC=C2N2CC(C2)(F)CN2CCN(CC2)C(=O)OC(C)(C)C)C)=O)=O Tert-butyl 4-[[1-[1-(2,6-dioxo-3-piperidyl)-3-methyl-2-oxo-benzimidazol-4-yl]-3-fluoro-azetidin-3-yl]methyl]piperazine-1-carboxylate